CN(C)[Ti](N(C)C)N(C)C tri(dimethylamino)titanium